N-[(1S)-1-{[1-carbamoyl-2-(2-oxopyrrolidin-3-yl)ethyl]carbamoyl}-2-cyclohexylethyl]-3,3-dimethyl-2-(trifluoroacetamido)butanamide C(N)(=O)C(CC1C(NCC1)=O)NC(=O)[C@H](CC1CCCCC1)NC(C(C(C)(C)C)NC(C(F)(F)F)=O)=O